FC=1C(=C(C=CC1)NC1=C(NC2=C1C(NC[C@H]2C[C@H]2OCC2)=O)C2=C(C=NC=C2)F)OC (7R)-3-[(3-fluoro-2-methoxyphenyl)amino]-2-(3-fluoropyridin-4-yl)-7-[(2R)-oxetan-2-ylmethyl]-1h,5h,6h,7h-pyrrolo[3,2-c]pyridin-4-one